C(CC=C)OC1=CC(=CC=2N1N=CC2)N2N=C(C=C2C2CC2)C(C)=O 1-(1-(7-(But-3-en-1-yloxy)pyrazolo[1,5-a]pyridin-5-yl)-5-cyclopropyl-1H-pyrazol-3-yl)ethan-1-one